CC=1N(C(=CC1CNC1=NC=2N([C@H](C(NC2C(=N1)C)=O)C(C)C)C)C)C1=CC=C(C=C1)C(F)(F)F (S)-2-(((2,5-dimethyl-1-(4-(trifluoromethyl)phenyl)-1H-pyrrol-3-yl)methyl)amino)-7-isopropyl-4,8-dimethyl-7,8-dihydropteridin-6(5H)-one